(E)-2-bromo-1-fluoro-3-(2-nitrovinyl)benzene BrC1=C(C=CC=C1\C=C\[N+](=O)[O-])F